BrC1=CC=C2N=CC(=NC2=C1)N1CCC(CC1)N1CCN(CC1)C 7-bromo-2-(4-(4-methylpiperazin-1-yl)piperidin-1-yl)quinoxaline